ClC1=CC=C(C2=NON=C21)S(=O)(=O)Cl 4-chloro-7-chlorosulfonyl-2,1,3-benzoxadiazole